(S)-methyl-2-((2S,3S)-3-ethyl-1-(4-methoxy-1H-indole-2-carbonyl)azetidine-2-carboxamido)-3-((S)-2-oxopyrrolidin-3-yl)propanoate COC([C@H](C[C@H]1C(NCC1)=O)NC(=O)[C@H]1N(C[C@@H]1CC)C(=O)C=1NC2=CC=CC(=C2C1)OC)=O